(2r,4s,5s)-1-benzyl-2,5-dimethylpiperidin-4-ol C(C1=CC=CC=C1)N1[C@@H](C[C@@H]([C@H](C1)C)O)C